C(#C)C1=CC=C(C=C1)N(C1=CC=C(C=C1)C#C)C1=CC=C(C=C1)C#C Tri(4-ethynylphenyl)amine